4-chloro-2-cyclopropyl-7-methylthieno[3,2-d]pyrimidine ClC=1C2=C(N=C(N1)C1CC1)C(=CS2)C